C1(C=CC1)(C(=O)O)C(=O)O cyclobutenedicarboxylic acid